ClC=1C=C(C=2N(N1)C(=CN2)C(=O)N[C@H]2[C@@H](CC2)OC)NC 6-Chloro-N-[(1R,2R)-2-methoxycyclobutyl]-8-(methylamino)imidazo[1,2-b]pyridazine-3-carboxamide